Cl.BrC1=C(C=C(CC2CNC2)C=C1)F 3-(4-bromo-3-fluorobenzyl)azetidine hydrochloride